3-bromo-2,5-dichloro-6-methoxybenzoate BrC=1C(=C(C(=O)[O-])C(=C(C1)Cl)OC)Cl